CC1=CC=CC(=N1)C=1N=CNC1C1=CC(=NC=C1)C1=NC2=C(N1)CN(C2)C(=O)N2CCCC2 (2-(4-(4-(6-methylpyridin-2-yl)-1H-imidazol-5-yl)pyridin-2-yl)-4,6-dihydropyrrolo[3,4-d]imidazol-5(1H)-yl)(pyrrolidin-1-yl)methanone